tetranitrophthalocyanine C1=CC=C2C(=C1)C3=NC4=C5C=C(C(=C(C5=C(N4)N=C6C7=CC=CC=C7C(=N6)N=C8C9=CC=CC=C9C(=NC2=N3)N8[N+](=O)[O-])[N+](=O)[O-])[N+](=O)[O-])[N+](=O)[O-]